ClC1=C(C(=CC=C1F)[N+](=O)[O-])N[C@H]1CN(CCCC1)C(=O)OC(C)(C)C tert-butyl (R)-3-((2-chloro-3-fluoro-6-nitrophenyl)amino)azepane-1-carboxylate